tert-Butyl (6-bromo-5-fluoro-3-(((2R,7aS)-2-fluorotetrahydro-1H-pyrrolizin-7a(5H)-yl)methoxy)-7,9-dihydrofuro[3,4-f]quinazolin-1-yl)(pyridazin-3-ylmethyl)carbamate BrC=1C2=C(C=3C(=NC(=NC3C1F)OC[C@]13CCCN3C[C@@H](C1)F)N(C(OC(C)(C)C)=O)CC=1N=NC=CC1)COC2